2'-(aminomethyl)-7-chloro-3-n-propyl-3,4-dihydrospiro[benzo[d][1,2]thiazine-1,1'-cyclopropane]-2,2-dioxide NCC1C2(C1)C1=C(CN(S2(=O)=O)CCC)C=CC(=C1)Cl